α-Amylcinnamaldehyd C(CCCC)C(C=O)=CC1=CC=CC=C1